2-methyl-4-pyridinylacetylene CC1=NC=CC(=C1)C#C